3-phenyl-N-(3-methoxyphenyl)-propionamide C1(=CC=CC=C1)CCC(=O)NC1=CC(=CC=C1)OC